4-(trimethoxysilyl)aniline CO[Si](C1=CC=C(N)C=C1)(OC)OC